ClC=1C(=CC(=C(NC=2C3=C(N=CN2)C=CC(=N3)O[C@@H]3CN(CC3)C(C=C)=O)C1)F)OCC1COCC1 1-[(3S)-3-[4-[5-Chloro-2-fluoro-4-(tetrahydrofuran-3-ylmethoxy)anilino]pyrido[3,2-d]pyrimidin-6-yl]oxypyrrolidin-1-yl]prop-2-en-1-one